NC([C@H](C[C@H]1C(NCCC1)=O)NC([C@H](CC1CC1)NC(=O)C=1NC2=CC(=C(C=C2C1)F)Cl)=O)=O N-[(1S)-2-[[(1S)-2-amino-2-oxo-1-[[(3S)-2-oxo-3-piperidyl]methyl]ethyl]amino]-1-(cyclopropylmethyl)-2-oxo-ethyl]-6-chloro-5-fluoro-1H-indole-2-carboxamide